C(CCCCCCCCCCCCCCCCCCCCC)(=O)OCCOCCOCCOCCOCCOCCOCCOCCOCCOCCOCCOCCOCCOCCOCCOCCOCCOCCOCCOCCOCCOCCOCCOC(CCCCCCCCCCCCCCCCCCCCC)=O tricosaethyleneglycol dibehenate